CN(C(C(=O)O)C(C)C)C 2-(dimethylamino)-3-methylbutanoic acid